6-(4-methylpiperidin-1-yl)benzene-1,3-diamine CC1CCN(CC1)C1=CC=C(C=C1N)N